NC=1C=C(C=C(C1)C(F)(F)F)[C@@H](C)NC1=NC(=NC2=C3C(=C(C=C12)C1CCC(CC1)=O)CCC3)C (R)-4-(4-((1-(3-amino-5-(trifluoromethyl)phenyl)ethyl)amino)-2-methyl-8,9-dihydro-7H-cyclopenta[h]quinazolin-6-yl)cyclohexan-1-one